tert-Butyl 3-[2-[[3-acetyl-5-(5-fluoro-3-pyridyl)pyrazolo[1,5-a]pyrimidin-7-yl]-tert-butoxycarbonyl-amino]ethyl]indole-1-carboxylate C(C)(=O)C=1C=NN2C1N=C(C=C2N(CCC2=CN(C1=CC=CC=C21)C(=O)OC(C)(C)C)C(=O)OC(C)(C)C)C=2C=NC=C(C2)F